tert-butyl (5-((2-bromo-6-nitrophenyl)amino)hexyl)carbamate BrC1=C(C(=CC=C1)[N+](=O)[O-])NC(CCCCNC(OC(C)(C)C)=O)C